S(=O)(=O)(ON1[C@@H]2CC[C@H](N(C1=O)C2)C(NS(=O)(=O)C(F)(F)F)=N)O (2S,5R)-7-oxo-2-(N-((trifluoromethyl) sulfonyl) carbamimidoyl)-1,6-diazabicyclo[3.2.1]octan-6-yl hydrogen sulfate